(S)-N-((S)-1-(5-(2-Methoxy-6-methylpyridin-3-yl)-1H-imidazol-2-yl)-7-oxononyl)-6-methyl-6-azaspiro[2.5]octan-1-carboxamid COC1=NC(=CC=C1C1=CN=C(N1)[C@H](CCCCCC(CC)=O)NC(=O)[C@H]1CC12CCN(CC2)C)C